ClC=1C=C(C(=O)N2CC=3N(CC2)C(N(C3C(=O)NCC3=CC2=C(OCCO2)C=C3)C3=CC=C(C=C3)OC)=O)C=CC1Cl 7-(3,4-dichlorobenzoyl)-N-(2,3-dihydro-1,4-benzodioxin-6-ylmethyl)-2-(4-methoxyphenyl)-3-oxo-6,8-dihydro-5H-imidazo[1,5-a]pyrazine-1-carboxamide